N-(1-(cis-3-hydroxycyclopentyl)-1H-1,2,4-triazol-3-yl)-2-(3-methylisoxazol-5-yl)acetamide O[C@H]1C[C@H](CC1)N1N=C(N=C1)NC(CC1=CC(=NO1)C)=O